COC1=NC(=NN2C1=C(C=C2)C=2C=C1N=CC=NC1=CC2)NC21CCC(CC2)(C1)O 4-((4-methoxy-5-(quinoxalin-6-yl)pyrrolo[2,1-f][1,2,4]triazin-2-yl)amino)bicyclo[2.2.1]heptan-1-ol